7-(1-ethoxyvinyl)-5-methyl-6-oxo-5,6-dihydro-1,5-naphthyridine-2-carbonitrile C(C)OC(=C)C=1C(N(C=2C=CC(=NC2C1)C#N)C)=O